[1,3,2]oxazaborole O1B=NC=C1